ethyl (2R,3S)-5-(2,4-difluorophenyl)-2-(hydroxymethyl)-3-methyl-3,4-dihydro-2H-pyrano[2,3-b]pyridine-7-carboxylate FC1=C(C=CC(=C1)F)C1=C2C(=NC(=C1)C(=O)OCC)O[C@H]([C@H](C2)C)CO